C(#N)C1=CC=C(C=C1)NC(=O)C1=CC=2N(C3=CC=C(C=C3SC2C=C1)OCC)C N-(4-cyanophenyl)-7-ethoxy-10-methyl-10H-phenothiazine-2-carboxamide